C(#N)C1=CC=C2C(=CNC2=C1)S(=O)(=O)NC1=C(C=C(C(=C1)F)OC(F)F)F 6-cyano-N-[4-(difluoromethoxy)-2,5-difluorophenyl]-1H-indole-3-sulfonamide